O1N=C(C=C1)/C=C/C1=C(C=C2C=C(N(C2=C1)S(=O)(=O)C1=CC=C(C)C=C1)CNC(=O)C1(CC1)C)OC (E)-N-((6-(2-(isoxazol-3-yl)vinyl)-5-methoxy-1-tosyl-1H-indol-2-yl)methyl)-1-methylcyclopropane-1-carboxamide